N[C@@H]1C2=CC=CC=C2CC12CCN(CC2)C=2NC(C1=C(N2)NN=C1C1(CC1)C1=CC(=NC=C1)OC(F)F)=O (S)-6-(1-amino-1,3-dihydrospiro[indene-2,4'-piperidine]-1'-yl)-3-(1-(2-(difluoromethoxy)pyridin-4-yl)cyclopropyl)-1,5-dihydro-4H-pyrazolo[3,4-d]pyrimidin-4-one